3-(hydroxymethyl)piperazine-1-carboxylic acid (S)-tert-butyl ester C(C)(C)(C)OC(=O)N1CC(NCC1)CO